isooctyl-3,5-di-t-butylphenol C(CCCCC(C)C)C1=C(C=C(C=C1C(C)(C)C)C(C)(C)C)O